ClC(C(F)F)Cl 1,1-dichloro-2,2-difluoroethane